2-(2-hydroxyphenyl)isoindol-1-one OC1=C(C=CC=C1)N1C(C2=CC=CC=C2C1)=O